3-ethoxy-1,3,8-trimethyl-5-[[(1R)-1-[3-(1,1-difluoro-2-hydroxy-ethyl)phenyl]ethyl]amino]pyrrolo[3,2-g]phthalazin-2-one C(C)OC1(C(N(C2=C1C=C1C(=NN=C(C1=C2)C)N[C@H](C)C2=CC(=CC=C2)C(CO)(F)F)C)=O)C